7-(((1-(2-(2,6-dioxopiperidin-3-yl)-1,3-dioxoisoindolin-5-yl)piperidin-4-yl)methyl)amino)-2-(4-phenoxyphenyl)-9,10-dihydro-4H-benzo[d]pyrazolo[1,5-a][1,3]diazepine-3-carboxamide O=C1NC(CCC1N1C(C2=CC=C(C=C2C1=O)N1CCC(CC1)CNC1=CC2=C(NC=3N(CC2)N=C(C3C(=O)N)C3=CC=C(C=C3)OC3=CC=CC=C3)C=C1)=O)=O